(2R)-2-[(3-benzyloxycyclobutyl)amino]-4,4-dimethyl-pentan-1-ol C(C1=CC=CC=C1)OC1CC(C1)N[C@@H](CO)CC(C)(C)C